CC1(CC1)CN (1-Methylcyclopropyl)methanamine